FC1(C(N(C2=C(O1)C=C(C(=C2)C2=C(C(=C(C(=C2F)F)F)F)F)F)CC(=O)N2[C@@H](CSCC2)C(=O)O)=O)F (R)-4-(2-(2,2,7-trifluoro-3-oxo-6-(perfluorophenyl)-2,3-dihydro-4H-benzo[b][1,4]oxazin-4-yl)acetyl)thiomorpholine-3-carboxylic acid